2',2''-dichloro-3-fluoro-5-methoxy-3''-(pyrido[3,4-b]pyrazin-5-ylamino)-[1,1':3',1''-terphenyl]-4-carbaldehyde ClC1=C(C=CC=C1C1=C(C(=CC=C1)NC1=NC=CC=2C1=NC=CN2)Cl)C2=CC(=C(C(=C2)OC)C=O)F